(R)-2-chloro-1-(3-hydroxyphenyl)ethanol ClC[C@H](O)C1=CC(=CC=C1)O